OCC1=CC=CC(=N1)COC1=NN=C(S1)C1=NC(=CC(=C1C(=O)N)C1=C(C=CC=C1)OC)C (5-((6-(hydroxymethyl)pyridin-2-yl)methoxy)-1,3,4-thiadiazol-2-yl)-4-(2-methoxyphenyl)-6-methylpyridine-3-carboxamide